P(O)(=O)(OP(=O)(O)OP(=O)(O)O)OC[C@@H]1[C@H]([C@H]([C@@H](O1)C1=CN(C(=O)NC1=O)C(CCCC[C@@H]1SC[C@@H]2NC(=O)N[C@H]12)=O)O)O 1-biotinyl-pseudouridine triphosphate